C(C1=CC=CC=C1)OC1=CC=C2CN(C(C2=C1OC)=O)C1C(NC(CC1)=O)=O 3-(6-(benzyloxy)-7-methoxy-1-oxoisoindolin-2-yl)piperidine-2,6-dione